ClC=1C(=NC2=C(C(=CC=C2C1)Cl)C)N1CCNCC1 3,7-dichloro-8-methyl-2-piperazin-1-yl-quinoline